1,2-cyclohexanediacetic acid C1(C(CCCC1)CC(=O)O)CC(=O)O